NC1(CC1)C(=O)NC1=CC(=C(C=C1)OC1=CC=NC2=CC(=C(C=C12)OCC1=CC=CC=C1)OC)F 1-Amino-N-(4-((6-(benzyloxy)-7-methoxyquinolin-4-yl)oxy)-3-fluorophenyl)cyclopropane-1-carboxamide